(2R)-1-({6-[2,4-bis(trifluoromethyl)phenyl]-4-(difluoromethoxy)pyridazin-3-yl}amino)propan-2-ol FC(C1=C(C=CC(=C1)C(F)(F)F)C1=CC(=C(N=N1)NC[C@@H](C)O)OC(F)F)(F)F